2-[1,3-Dioxo-5-(1H-[1,2,3]triazol-4-yl)-1,3-dihydroisoindol-2-yl]-5-(1H-pyrazol-4-yl)-benzoic acid O=C1N(C(C2=CC(=CC=C12)C=1N=NNC1)=O)C1=C(C(=O)O)C=C(C=C1)C=1C=NNC1